BrC1=CC=C2C(=C1F)OCC[C@]21NC(OC1)=O (S)-7-bromo-8-fluorospiro[chromane-4,4'-oxazolidin]-2'-one